C1(=CC=CC=C1)[B-](C1=CC=CC=C1)(C1=CC=CC=C1)C1=CC=CC=C1.C(CCCCC)C1=CC=C(C=C1)[I+]C1=CC=CC=C1 4-hexylphenyl-phenyliodonium tetraphenylborate